O=C([C@@H](O)[C@@H](O)[C@H](O)[C@H](O)C(=O)[O-])O.C(O)(O)=O.[Na+].SC1(N(C=CN1)C)CO 2-mercapto-1-methylimidazolemethanol sodium bicarbonate mannarate